N-phenyl-1,3,4-thiadiazol-2-amine C1=CC=C(C=C1)NC2=NN=CS2